C(#N)C1=CC=2C=CC(=NC2N(C1=O)C1CCCC1)NC1=CC=C2CCN(CC2=C1)C(=O)OC(C)(C)C tert-butyl 7-((6-cyano-8-cyclopentyl-7-oxo-7,8-dihydro-1,8-naphthyridin-2-yl) amino)-3,4-dihydroisoquinoline-2(1H)-carboxylate